ClC1=NC(=C2C(=N1)N(N=C2)[C@H]2[C@@H]([C@@H]([C@H](O2)COCP(O)(O)=O)O)O)NCC2=CC(=CC=C2)C ((((2R,3S,4R,5R)-5-(6-chloro-4-((3-methylbenzyl)amino)-1H-pyrazolo[3,4-d]pyrimidin-1-yl)-3,4-dihydroxytetrahydrofuran-2-yl)methoxy)methyl)phosphonic acid